C(C1=C(C(=CC(=C1)Cl)Br)O)C1=C(C(=CC(=C1)Cl)Br)O 2,2'-Methylene-bis(6-bromo-4-chlorophenol)